4,4'-(2,2-diphenylbutane-1,4-diyl)bis(ethoxybenzene) C1(=CC=CC=C1)C(CC1=CC=C(C=C1)OCC)(CCC1=CC=C(C=C1)OCC)C1=CC=CC=C1